N-(4-(2-(thieno[2,3-d]pyrimidin-4-ylamino)ethyl)phenyl)methanesulfonamide N1=CN=C(C2=C1SC=C2)NCCC2=CC=C(C=C2)NS(=O)(=O)C